BrC=1C=C(C=C(C1)Br)C1=CC=C(C=C1)I 3,5-dibromo-4'-iodo-1,1'-biphenyl